C(C)C(C(=O)C1=CC=C(C=C1)N1CCOCC1)(CC)N(C)C 2-ethyl-2-(dimethylamino)-1-(4-morpholinophenyl)butane-1-one